N-cyclopropyl-5-iodo-6-methoxypyrimidin-4-amine C1(CC1)NC1=NC=NC(=C1I)OC